methyl ((R)-2-(4-cyano-3,5-dimethoxy phenoxy)henicosyl) hydrogen phosphate P(=O)(OC)(OC[C@@H](CCCCCCCCCCCCCCCCCCC)OC1=CC(=C(C(=C1)OC)C#N)OC)O